C(C#C)N1C(C2=CC=CC=C2C1=O)=O 2-(prop-2-ynyl)isoindole-1,3-dione